BrC1=CC(=C(C=C1)NC1=C(N=CC=2N1C=NC2)C(=O)NOCCO)F 5-(4-Bromo-2-fluorophenylamino)-N-(2-hydroxy-ethoxy)imidazo[1,5-a]pyrazine-6-carboxamide